C(C)/C(/C(=O)[O-])=C/C(=O)[O-].C(C)/C(/C(=O)[O-])=C/C(=O)[O-].C(CCC)[Sn+4]CCCC dibutyl-tin bis(ethyl maleate)